4',5'-dihydro-7'H-spiro[cyclopropane-1,6'-pyrazolo[1,5-a]pyridine] N1=CC=C2N1CC1(CC2)CC1